[Co].CC1=C(N=CN1)C Dimethyl-imidazole cobalt